pyridine hydrochloride salt Cl.N1=CC=CC=C1